2-[cyano-(2,6-difluoro-4-pyridinyl)amino]-5-methyl-N-spiro[3.3]heptan-3-yl-thiazole-4-carboxamide C(#N)N(C=1SC(=C(N1)C(=O)NC1CCC12CCC2)C)C2=CC(=NC(=C2)F)F